CN(CCNCCC[Si](OC)(OC)C)C N-(2-dimethylaminoethyl)-3-aminopropylmethyldimethoxysilane